C1C2C(NNC1)NCC=1N2C=CC1 hexahydropyrrolo[1',2':4,5]pyrazino[2,3-c]pyridazine